O=C1NC(CCC1N1C(N(C2=C1C=CC(=C2)C#CCOCC(COCCCNC(OC(C)(C)C)=O)(C)C)C)=O)=O Tert-butyl N-[3-[3-([3-[1-(2,6-dioxopiperidin-3-yl)-3-methyl-2-oxo-2,3-dihydro-1H-1,3-benzodiazol-5-yl]prop-2-yn-1-yl]oxy)-2,2-dimethylpropoxy]propyl]carbamate